O1C=CC2=C1C=CC(=C2)S(=O)(=O)N2CC=1CN(CC1C2)C(=O)C2=C(OC(=C2)C)C 2-(1-Benzofuran-5-sulfonyl)-5-(2,5-dimethylfuran-3-carbonyl)-1H,2H,3H,4H,5H,6H-pyrrolo[3,4-c]pyrrole